tetrakis(2-(1-octyl-1H-1,2,3-triazol-4-yl)ethyl) 3,3',3'',3'''-(((methylazanediyl)bis(propane-3,1-diyl))bis(azanetriyl))tetrapropionate CN(CCCN(CCC(=O)OCCC=1N=NN(C1)CCCCCCCC)CCC(=O)OCCC=1N=NN(C1)CCCCCCCC)CCCN(CCC(=O)OCCC=1N=NN(C1)CCCCCCCC)CCC(=O)OCCC=1N=NN(C1)CCCCCCCC